C(C)(C)(C)OC(=O)N1CC2N(CC1)C(NC2)=O 7-(tert-butoxycarbonyl)-3-oxohexahydroimidazo[1,5-a]pyrazin